mannosyl-glyceramide C1([C@@H](O)[C@@H](O)[C@H](O)[C@H](O1)CO)C(C(=O)N)(O)CO